ClC1=CC=C(C=C1)C1=C2C=C(N(C(C2=CC(=N1)N1C[C@@H](OCC1)C=1C=NN(C1)C)=O)C)C 5-(4-chlorophenyl)-2,3-dimethyl-7-[(2S)-2-(1-methylpyrazol-4-yl)morpholino]-2,6-naphthyridin-1-one